N-Hydroxy-2-((1-phenylcyclopropyl)amino)pyrimidine-5-carboxamide ONC(=O)C=1C=NC(=NC1)NC1(CC1)C1=CC=CC=C1